ClC=1C2=C(N=CN1)N(C=C2N2[C@@H](COCC2)C)C2=NC=CC(=C2)Cl (R)-4-(4-chloro-7-(4-chloropyridin-2-yl)-7H-pyrrolo[2,3-d]pyrimidin-5-yl)-3-methylmorpholine